C(C)N1C2=NC(=NC(=C2N=C1)OC)C1=CC(=CC=C1)C1=NN(C=C1)C 9-ethyl-6-methoxy-2-(3-(1-methyl-1H-pyrazol-3-yl)phenyl)-9H-purine